N1=C(C=CC=C1)CN(CCN)CC1=NC=CC=C1 N,N-di(2-pyridylmethyl)ethylenediamine